2-(5-Fluoropyridin-2-yl)-6-(methyl-d3)-6-(trifluoromethyl)-6,7-dihydro-4H-pyrazolo[5,1-c][1,4]oxazine FC=1C=CC(=NC1)C1=NN2C(COC(C2)(C(F)(F)F)C([2H])([2H])[2H])=C1